bis(1,1,2,2,3,3,4,4,4-nonafluorobutyl)amine FC(C(C(C(F)(F)F)(F)F)(F)F)(F)NC(C(C(C(F)(F)F)(F)F)(F)F)(F)F